5-(4-fluorophenyl)-3-(1-((trimethylsilyl)methyl)-1H-1,2,3-triazol-4-yl)picolinonitrile FC1=CC=C(C=C1)C=1C=C(C(=NC1)C#N)C=1N=NN(C1)C[Si](C)(C)C